1-(pyrrolidine-1-carbonyl)piperazine hydrochloride salt Cl.N1(CCCC1)C(=O)N1CCNCC1